10-([1,1'-biphenyl]-4-yloxy)decylacrylic acid C1(=CC=C(C=C1)OCCCCCCCCCCC(C(=O)O)=C)C1=CC=CC=C1